ethyl 3-amino-6-fluoropicolinate NC=1C(=NC(=CC1)F)C(=O)OCC